pentacosanoyl chloride C(CCCCCCCCCCCCCCCCCCCCCCCC)(=O)Cl